2-amino-6-chloro-4-Nitrophenol NC1=C(C(=CC(=C1)[N+](=O)[O-])Cl)O